2-(dimethylamino)-N-(5-nitropyridin-2-yl)acetamide CN(CC(=O)NC1=NC=C(C=C1)[N+](=O)[O-])C